FC=1C=C(COC=2C=C3N(C(N2)=O)CC24N3CC(C2)C4)C=CC1F 3-((3,4-difluorobenzyl)oxy)-7,8-dihydro-1H,6H,9H-7,8a-methanopyrrolo[1',2':3,4]imidazo[1,2-c]pyrimidin-1-one